2-((3-bromo-2-methylphenoxy)methyl)-7-azaspiro[3.5]nonane BrC=1C(=C(OCC2CC3(C2)CCNCC3)C=CC1)C